ClC1=NC=C(C(=N1)Cl)COCCC(F)(F)F 2,4-dichloro-5-((3,3,3-trifluoropropoxy)methyl)pyrimidine